(4-amino-3-(4-amino-4-methylpiperidin-1-yl)-6-(quinolin-7-yl)pyridin-2-yl)methanol NC1=C(C(=NC(=C1)C1=CC=C2C=CC=NC2=C1)CO)N1CCC(CC1)(C)N